Cl.C(CCCCCCC)(=O)O n-octanoic acid hydrochloride